C(=O)O.NCCC1CN(C1)C(=O)C1CCN(CC1)C(=O)C1=C(C=C(C=C1)NC(=O)C=1N(C(=CN1)C1=C(C(=C(C=C1)OC)F)F)C)Cl N-[4-[4-[3-(2-aminoethyl)azetidine-1-carbonyl]piperidine-1-carbonyl]-3-chloro-phenyl]-5-(2,3-difluoro-4-methoxy-phenyl)-1-methyl-imidazole-2-carboxamide formate